methoxy-11',12'-dimethyl-3,4-dihydro-2H,15'H-spiro[naphthalene-1,22'-[20]oxa[13]thia[1,14]diazatetracyclo[14.7.2.03,6.019,24]pentacosa[8,16,18,24]tetraen]-15'-one 13',13'-dioxide COC1N2CC3(COC4=CC=C(C(NS(C(C(CC=CCC5CCC15)C)C)(=O)=O)=O)C=C24)CCCC2=CC=CC=C23